(E)-N-(4-(1-(6-(4-(8-((2-(2,6-dioxopiperidin-3-yl)-1-oxoisoindoline-4-yl)thio)octyl)piperazin-1-yl)pyridazin-3-carbonyl)piperidin-4-yl)butyl)-3-(pyridin-3-yl)acrylamide O=C1NC(CCC1N1C(C2=CC=CC(=C2C1)SCCCCCCCCN1CCN(CC1)C1=CC=C(N=N1)C(=O)N1CCC(CC1)CCCCNC(\C=C\C=1C=NC=CC1)=O)=O)=O